OCCCNC(=O)C(=O)NCCCO N,N'-bis(3-hydroxypropyl)oxamide